4-(4-amino-2-fluorophenyl)-7-bromoisoindol-1-one NC1=CC(=C(C=C1)C1=C2C=NC(C2=C(C=C1)Br)=O)F